5-cyclopropyl-2-(5-cyclopropyl-3-ethylsulfanyl-2-pyridinyl)-3-methyl-6-(trifluoromethyl)imidazo[4,5-c]pyridin-4-one C1(CC1)N1C(C2=C(C=C1C(F)(F)F)N=C(N2C)C2=NC=C(C=C2SCC)C2CC2)=O